(2-fluoro-4-nitrophenyl)(4-Boc-piperazine-1-yl)methanone FC1=C(C=CC(=C1)[N+](=O)[O-])C(=O)N1CCN(CC1)C(=O)OC(C)(C)C